methyl (S)-4-((6-(3-(difluoromethoxy)-5-fluorophenyl)-4-((3-(trifluoromethyl)phenyl)sulfonyl)-3,4-dihydro-2H-benzo[b][1,4]oxazin-2-yl)methyl)tetrahydro-2H-pyran-4-carboxylate FC(OC=1C=C(C=C(C1)F)C1=CC2=C(O[C@H](CN2S(=O)(=O)C2=CC(=CC=C2)C(F)(F)F)CC2(CCOCC2)C(=O)OC)C=C1)F